4-[(1E)-3-oxo(3-2H)prop-1-en-1-yl]benzonitrile O=C(/C=C/C1=CC=C(C#N)C=C1)[2H]